BrC1=C(N=C(C2=CN=C(C(=C12)F)C1=CC(=CC2=CC=C(C(=C12)C#C)F)OCOC)N1CC2CCC(C1)N2C(=O)OC(C)(C)C)C tert-butyl 3-[4-bromo-6-[8-ethynyl-7-fluoro-3-(methoxymethoxy)-1-naphthyl]-5-fluoro-3-methyl-2,7-naphthyridin-1-yl]-3,8-diazabicyclo[3.2.1]octane-8-carboxylate